ClC1=C(C=C2C(=NN=C(C2=C1)N1CCN(CC1)C(C=C)=O)C1=C(C=CC=C1)C)C1=C(C=CC=C1O)F 1-(4-(7-chloro-6-(2-fluoro-6-hydroxyphenyl)-4-(2-methylphenyl)-1-phthalazinyl)-1-piperazinyl)-2-propen-1-one